1,2-oxazol-5-yl-pyrimidine tert-Butyl-N-[[4-[3-[(5-cyanopyrazin-2-yl)amino]-1H-pyrazol-5-yl]-3-methoxy-phenyl]methyl]-N-tetrahydropyran-4-yl-carbamate C(C)(C)(C)OC(N(C1CCOCC1)CC1=CC(=C(C=C1)C1=CC(=NN1)NC1=NC=C(N=C1)C#N)OC)=O.O1N=CC=C1C1=NC=CC=N1